sulfanone bis(2,2,2-trifluoroacetate) FC(C(=O)O)(F)F.FC(C(=O)O)(F)F.S=O